1-(trans-5-((4-(4-chlorophenoxy)benzyl)amino)octa-hydrocyclopenta[c]pyrrole-2-carbonyl)-1H-pyrazole-3-carboxylic acid ClC1=CC=C(OC2=CC=C(CNC3CC4C(CN(C4)C(=O)N4N=C(C=C4)C(=O)O)C3)C=C2)C=C1